1-(hydroxymethyl)-3-(5-(1-(1-methylazetidin-3-yl)-4-(pyrrolidin-1-ylmethyl)-1H-pyrrolo[2,3-b]pyridin-6-yl)-1-oxoisoindolin-2-yl)piperidine-2,6-dione OCN1C(C(CCC1=O)N1C(C2=CC=C(C=C2C1)C1=CC(=C2C(=N1)N(C=C2)C2CN(C2)C)CN2CCCC2)=O)=O